1,4-Di-tert-butyl 2-(1-[3-[(tert-butoxycarbonyl)amino]-6-fluoropyridin-2-yl]-1-hydroxyethyl)butanedioate C(C)(C)(C)OC(=O)NC=1C(=NC(=CC1)F)C(C)(O)C(C(=O)OC(C)(C)C)CC(=O)OC(C)(C)C